CN1CCC2=C(CC1)C1=C(O2)C=CC=C1 3-methyl-2,3,4,5-tetrahydro-1H-benzofuro[2,3-d]azepine